4-((benzyloxy)carbonyl)-1-(tert-butoxycarbonyl)-5-methylpiperazine-2-carboxylic acid C(C1=CC=CC=C1)OC(=O)N1CC(N(CC1C)C(=O)OC(C)(C)C)C(=O)O